n-butyl L-lactate C([C@@H](O)C)(=O)OCCCC